(tri-tert-butylphenyl)sulfonium tert-Butyl-4-(2-chlorophenyl)-5,6-dihydropyridine-1(2H)-carboxylate C(C)(C)(C)OC(=O)N1CC=C(CC1)C1=C(C=CC=C1)Cl.C(C)(C)(C)C1=C(C(=C(C=C1)[SH2+])C(C)(C)C)C(C)(C)C